CC1C(C(CC1)C(C=O)C)C=O 2-Methyl-5-(1-oxopropan-2-yl)-cyclopentanecarbaldehyde